C(#N)C1=CC(=C(CN(CC(=O)OC(C)(C)C)CC(=O)OC(C)(C)C)C=C1)OCCF di-tert-butyl 2,2'-((4-cyano-2-(2-fluoroethoxy)benzyl)azanediyl)-diacetate